(R)-2-(5-methyl-3-((1-methylpiperidin-3-yl)amino)-1,2,4-triazin-6-yl)naphthalen-1-ol CC=1N=C(N=NC1C1=C(C2=CC=CC=C2C=C1)O)N[C@H]1CN(CCC1)C